OC1=CC=C(C=C1)C(C(CCCC)C)C1=CC=C(C=C1)O bis(4-hydroxyphenyl)-2-methylhexane